(R)-2-(4-(4-((1-(3-(difluoromethyl)-2-fluorophenyl)ethyl)amino)-6-(1-(fluoromethyl)cyclopropyl)-2-methyl-7-oxo-6,7-dihydropyrido[4,3-d]pyrimidin-8-yl)piperazin-1-yl)acetonitrile FC(C=1C(=C(C=CC1)[C@@H](C)NC=1C=2C(N=C(N1)C)=C(C(N(C2)C2(CC2)CF)=O)N2CCN(CC2)CC#N)F)F